(1S)-1-(chloromethyl)-3-[6-(4-hydroxybenzamido)imidazo[1,2-a]pyridine-2-carbonyl]-9-methyl-1H,2H,3H-benzo[e]indol-5-yl N-[2-(2-hydroxyethoxy)ethyl]-N-[2-(methylamino)ethyl]carbamate OCCOCCN(C(OC=1C2=C(C=3[C@@H](CN(C3C1)C(=O)C=1N=C3N(C=C(C=C3)NC(C3=CC=C(C=C3)O)=O)C1)CCl)C(=CC=C2)C)=O)CCNC